(1R,3S)-3-{3-[(1,2-oxazol-3-ylacetyl)amino]-1H-pyrazol-5-yl}cyclopentyl[(1R)-1-cyclopropylethyl]carbamate O1N=C(C=C1)CC(=O)NC1=NNC(=C1)[C@@H]1C[C@@H](CC1)N(C([O-])=O)[C@H](C)C1CC1